1-[1-benzyl-3-(hydroxymethyl)-2-oxo-3,4-dihydroquinolin-6-yl]-3-tert-butylurea C(C1=CC=CC=C1)N1C(C(CC2=CC(=CC=C12)NC(=O)NC(C)(C)C)CO)=O